O-(3-chlorophenyl)-N-(pent-4-enoyl)-L-serine ClC=1C=C(C=CC1)OC[C@H](NC(CCC=C)=O)C(=O)O